ClC1=CC=C2C(=N1)N(C(=N2)C)C=2C=C1CCNC1=CC2 5-chloro-3-(indolin-5-yl)-2-methyl-3H-imidazo[4,5-b]pyridine